1-(4-chlorobenzyl)-3-(2-fluoro-4-((4-methyl-3-oxopiperazin-1-yl)methyl)phenyl)urea ClC1=CC=C(CNC(=O)NC2=C(C=C(C=C2)CN2CC(N(CC2)C)=O)F)C=C1